OC1(CC1)C1=NN(C=N1)C1CC2(CN(C2)C(=O)N2CC3(C2)CC(C3)OC=3C=NN(C3)C)C1 [6-[3-(1-hydroxycyclopropyl)-1,2,4-triazol-1-yl]-2-azaspiro[3.3]heptan-2-yl]-[6-(1-methylpyrazol-4-yl)oxy-2-azaspiro[3.3]heptan-2-yl]methanone